FC(C=1C=C(C=CC1F)C=1C=C2C(=NC1)C=NN2CC2=NON=C2C)F 3-[[6-[3-(Difluoromethyl)-4-fluoro-phenyl]pyrazolo[4,3-b]pyridin-1-yl]methyl]-4-methyl-1,2,5-oxadiazole